(4-(4-Fluorophenyl)-6-methyl-2-thioxo-1,2,3,4-tetrahydropyrimidin-5-yl)(piperidin-1-yl)methanone FC1=CC=C(C=C1)C1NC(NC(=C1C(=O)N1CCCCC1)C)=S